3-((5-chloro-6-(cyclopropylamino)pyridin-3-yl)ethynyl)-4-methyl-N-(4-((4-methylpiperazin-1-yl)methyl)-3-(trifluoromethyl)phenyl)benzamide ClC=1C=C(C=NC1NC1CC1)C#CC=1C=C(C(=O)NC2=CC(=C(C=C2)CN2CCN(CC2)C)C(F)(F)F)C=CC1C